5-bromo-2-(1-((5,5-dimethyl-1,3-dioxan-2-yl)methyl)-1H-imidazol-4-yl)-N,N-dimethylaniline BrC=1C=CC(=C(N(C)C)C1)C=1N=CN(C1)CC1OCC(CO1)(C)C